FC1=C(C(=CC(=C1)OC)F)C1=C(C(N(N1C)C1=NC(=CC=C1C(F)(F)F)N[C@H](CO)C)=O)NC(C1=CC=C(C=C1)OC(F)F)=O N-[5-(2,6-difluoro-4-methoxyphenyl)-2-(6-{[(2S)-1-hydroxypropan-2-yl]amino}-3-(trifluoromethyl)pyridin-2-yl)-1-methyl-3-oxo-2,3-dihydro-1H-pyrazol-4-yl]-4-(difluoromethoxy)benzamide